C1(=CC=C2C=CC=C3C4=CC=CC=C4C1=C23)C2=C(C3=CC=CC=C3C=C2)C2=CC=C3C=CC=C1C4=CC=CC=C4C2=C31 di(Fluoranthenyl)naphthalene